2-(4-(vinyl-d3)phenyl)acetonitrile-d2 C(=C([2H])[2H])(C1=CC=C(C=C1)C(C#N)([2H])[2H])[2H]